tert-butyl 3-(2-(2-bromo-5-(methoxycarbonyl)phenylsulfonamido)-4-(trifluoromethyl)phenyl)piperidine-1-carboxylate BrC1=C(C=C(C=C1)C(=O)OC)S(=O)(=O)NC1=C(C=CC(=C1)C(F)(F)F)C1CN(CCC1)C(=O)OC(C)(C)C